2-(azidomethyl)-4-bromo-5-chloro-6-fluoro-2-phenylindoline N(=[N+]=[N-])CC1(NC2=CC(=C(C(=C2C1)Br)Cl)F)C1=CC=CC=C1